OC1(COC1)C#CC1=CC2=C(OC[C@@H](C(N2C)=O)NC(C2=NC=CC(=C2)OC2=CC=CC=C2)=O)C=C1 (S)-N-(7-((3-Hydroxyoxetan-3-yl)ethynyl)-5-methyl-4-oxo-2,3,4,5-tetrahydrobenzo[b][1,4]oxazepin-3-yl)-4-phenoxypicolinamid